tert-butyl (6-(5-(difluoromethyl)-4-iodo-1H-pyrazol-1-yl)hexyl)carbamate FC(C1=C(C=NN1CCCCCCNC(OC(C)(C)C)=O)I)F